N1(C=NC=C1)CC1=CC(=C2CCN(C(C2=C1)=O)C1=CC=NC2=C(C=C(C=C12)OC)C(=O)OCC)C=1C(=NN(C1)C)C(F)(F)F Ethyl 4-(7-((1H-imidazol-1-yl)methyl)-5-(1-methyl-3-(trifluoromethyl)-1H-pyrazol-4-yl)-1-oxo-3,4-dihydroisoquinolin-2(1H)-yl)-6-methoxyquinoline-8-carboxylate